4-[(2-Amino-ethyl)-(5-chloro-benzooxazol-2-yl)-amino]-butan-2-one NCCN(CCC(C)=O)C=1OC2=C(N1)C=C(C=C2)Cl